CN(C1=CC=C(C=CC=2SC3=C(N2)C=CC=C3)C=C1)C 2-(p-dimethylaminostyryl)benzthiazole